C(C)(C)(C)OC(=O)C1OC1C=1C=NC(=CC1)OCCOCCOCC.C(C)OCCOCCOC1=CC=C(C=N1)CC(C(=O)OC(C)(C)C)O tert-butyl 3-{6-[2-(2-ethoxyethoxy)ethoxy]pyridin-3-yl}-2-hydroxypropanoate tert-Butyl-3-{6-[2-(2-ethoxyethoxy)ethoxy]pyridin-3-yl}oxirane-2-carboxylate